[2,3,5-trifluoro-4-({6-methoxy-7-[2-(methylamino)ethoxy]quinolin-4-yl}oxy)phenyl]pyridine-3-carboxamide FC1=C(C=C(C(=C1F)OC1=CC=NC2=CC(=C(C=C12)OC)OCCNC)F)C1=NC=CC=C1C(=O)N